imidazole guanidine salt NC(=N)N.N1C=NC=C1